C(C=C)(=O)N1C[C@@H]2COC3=C(C(N2CC1)=O)C(=NC(=C3Cl)C3=C(C=CC=C3)F)N3C(C[C@@H](C3)N(C)C)(C)C (R)-8-acryloyl-4-chloro-1-((S)-4-(dimethylamino)-2,2-dimethylpyrrolidin-1-yl)-3-(2-fluorophenyl)-6,6a,7,8,9,10-hexahydro-12H-pyrazino[2,1-c]pyrido[3,4-f][1,4]oxazepin-12-one